BrC1=C(C=C(C(=C1)[N+](=O)[O-])C)OC1=C(C=C(C=C1)F)F 1-bromo-2-(2,4-difluorophenoxy)-4-methyl-5-nitrobenzene